C(C)(C)N1C(=NC(=C1)C(F)(F)F)C1=CC=C(C=C1)C[Sn](C)(C)C 1-isopropyl-4-(trifluoromethyl)-2-(4-((trimethylstannyl)methyl)phenyl)-1H-imidazole